N1=CC(=CC=C1)NC(=O)C1=NC=NC(=C1)C1=C(C=CC(=C1)Cl)F 6-(5-chloro-2-fluoro-phenyl)-pyrimidine-4-carboxylic acid pyridin-3-yl-amide